ClC1=CC=C(C(=O)NC(=O)N2CCNCC2)C=C1 N-(4-chlorobenzoyl)piperazine-1-carboxamide